S1C(=CC=C1)CCN1CCN(CC1)CCC1=C(OC=C1)C(=O)NC1=CC=C(C=C1)C 2-(4-(2-(thiophen-2-yl)ethyl)piperazin-1-yl)ethyl-N-(p-tolyl)furan-2-carboxamide